(3S,6aS)-octahydrocyclopenta[b]pyrrole-2-carboxylic acid N1[C@@H]2C(CC1C(=O)O)CCC2